oxazin-3(4H)-one hydrochloride C1C=CONC1=O.Cl